2,3,6-trimethyl-4-amino-p-phenylenediamine CC1=C(C(=CC(C1C)(N)N)C)N